1-(7-((5-(1-(2,2-difluoroethyl)-2-methyl-1H-imidazo[4,5-b]pyrazin-6-yl)-7H-pyrrolo[2,3-d]pyrimidin-2-yl)amino)-2-azaspiro[3.5]nonan-2-yl)ethan-1-one FC(CN1C(=NC=2C1=NC(=CN2)C2=CNC=1N=C(N=CC12)NC1CCC2(CN(C2)C(C)=O)CC1)C)F